(tert-butyl 2-(8-(thiazol-2-ylsulfanyl) imidazo[1,5-a]pyridin-3-yl) propan-2-yl) carbamate C(N)(OC(C)(CC(C)(C)C)C1=NC=C2N1C=CC=C2SC=2SC=CN2)=O